O1N=C(N=C1)C(C)N1C(=C(C2=C1N=CN=C2N)C2=CC=C(C=C2)OC2=CC=CC=C2)C#CC2CCNCC2 7-(1-(1,2,4-oxadiazol-3-yl)ethyl)-5-(4-phenoxyphenyl)-6-(piperidin-4-ylethynyl)-7H-pyrrolo[2,3-d]pyrimidin-4-amine